5-bromo-6-fluoro-1-(3-fluoro-4-methylbenzyl)-2-oxo-2,3-dihydro-1H-benzo[b]azepine-4-carbaldehyde BrC=1C2=C(N(C(CC1C=O)=O)CC1=CC(=C(C=C1)C)F)C=CC=C2F